CN(C1=C(C=CC=C1)C#CC(=O)C1=CC=CC=C1)C 3-(2-(dimethylamino)phenyl)-1-phenylprop-2-yn-1-one